C(C1=CC=CC=C1)(=O)NC1=C2C=CC(=NC2=C(C=C1)C)C=1OC2=C(C1C)C=CC=C2 5-Benzamido-8-methyl-2-(3-methyl-1-benzofuran-2-yl)quinoline